C(#N)C=1C=C(C=CC1)S(=O)(=O)N[C@H]1C[C@H](C1)NC1=C2C(=NC=C1C(=O)OCC)NC=C2 cis-Ethyl 4-((3-((3-cyanophenyl)sulfonamido)cyclobutyl)amino)-1H-pyrrolo[2,3-b]pyridine-5-carboxylate